spiro[1-azaspiro[5.5]undecane-2,1'-cyclohexane]-4-ol C12(CCCCC1)NC1(CC(C2)O)CCCCC1